1,1,2,2-tetrakis(4-hydroxyphenyl)-ethane OC1=CC=C(C=C1)C(C(C1=CC=C(C=C1)O)C1=CC=C(C=C1)O)C1=CC=C(C=C1)O